P(=O)(OC(COOOOOCCCCCCCCCCCC)C)([O-])[O-] dodecyloxy-tetraoxypropylene phosphate